FC1=C(C=CC(=C1)C1=NC(=NC=C1C)NC=1C=NN(C1)C(C(F)(F)F)C)O 2-Fluoro-4-(5-methyl-2-((1-(1,1,1-trifluoropropan-2-yl)-1H-pyrazol-4-yl)amino)pyrimidin-4-yl)phenol